C(C)C=1N(N=C(C1)C(F)(F)F)CC(F)F ethyl-2-(2,2-difluoroethyl)-5-(trifluoromethyl)pyrazole